N-(3,4-ditriethylsilyloxyphenyl-ethyl)methacrylamide C(C)[Si](OC=1C=C(C=CC1O[Si](CC)(CC)CC)CCNC(C(=C)C)=O)(CC)CC